1-(2-((4-chloroisoxazol-3-yl)amino)-2-oxoethyl)-1-(2-((2-(methoxycarbonyl)-4-methylthiophen-3-yl)amino)-2-oxoethyl)-4,4-dimethylpiperidin-1-ium ClC=1C(=NOC1)NC(C[N+]1(CCC(CC1)(C)C)CC(=O)NC1=C(SC=C1C)C(=O)OC)=O